BrC1=CN=CC2=CC=C(C=C12)S(=O)(=O)C 4-bromo-6-(methylsulfonyl)isoquinoline